L-isoleucinol HCl Cl.N[C@@H]([C@@H](C)CC)CO